(R)-N-(2-chloro-4-(trifluoromethyl)phenyl)-2-(5-methyl-8-oxo-2-(pyridin-3-yl)-5,8-dihydro-4H-spiro[furo[3,4-d][1,2,4]triazolo[1,5-a]pyrimidine-7,4'-piperidin]-4-yl)acetamide ClC1=C(C=CC(=C1)C(F)(F)F)NC(CN1C=2N(C(C3=C1[C@H](OC31CCNCC1)C)=O)N=C(N2)C=2C=NC=CC2)=O